C1(=CC=CC=C1)C[C@@H](B1O[C@@H]2[C@](O1)(C[C@H]1C([C@@H]2C1)(C)C)C)NC(O[C@@H]1CN(CC1)C(\C(=C\C(C)(C)C)\C#N)=O)=O (S)-1-((E)-2-cyano-4,4-dimethylpent-2-enoyl)pyrrolidin-3-yl ((R)-2-phenyl-1-((3aS,4S,6S,7aR)-5,5,7a-trimethylhexahydro-4,6-methanobenzo[d][1,3,2]dioxaborol-2-yl)ethyl)carbamate